benzo[d][1,2,3]triazol-5-ol N1=NN=C2C1=CC=C(C2)O